5-methyl-1H-pyrazole-3-carbaldehyde CC1=CC(=NN1)C=O